N-((7-(5-(difluoromethyl)-1,3,4-oxadiazol-2-yl)imidazo[1,2-a]pyridin-2-yl)methyl)-1-(2-hydroxyacetyl)-N-phenylpiperidine-4-carboxamide FC(C1=NN=C(O1)C1=CC=2N(C=C1)C=C(N2)CN(C(=O)C2CCN(CC2)C(CO)=O)C2=CC=CC=C2)F